4-((2S,5R)-4-acryloyl-2,5-dimethylpiperazin-1-yl)-7-(2-fluoro-5-methylphenyl)-1-(2-isopropyl-4-methylpyridin-3-yl)-2-oxo-1,2-dihydroquinazoline-6-carbonitrile C(C=C)(=O)N1C[C@@H](N(C[C@H]1C)C1=NC(N(C2=CC(=C(C=C12)C#N)C1=C(C=CC(=C1)C)F)C=1C(=NC=CC1C)C(C)C)=O)C